C[Si](O[Si](CCCCCCCCCCCCCCCCCCCCCCCC)(CCCCCCCCCCCCCCCCCCCCCCCC)C)(C)C tetramethyl-di(tetracosyl)disiloxane